Cl[Pt-2](Cl)(Cl)Cl.[Na+].[Na+] sodium tetrachloroplatinum (II)